Dimethyl (5-(4-(tert-butyl)phenyl)-1,3,4-oxadiazol-2-yl)carbonimidodithioate C(C)(C)(C)C1=CC=C(C=C1)C1=NN=C(O1)N=C(SC)SC